C(C)(C)C1(C=CC(CC1)(O)C)O 1-isopropyl-4-methyl-cyclohex-2-ene-1,4-diol